FC=1C(=NC(=NC1)NC1=CC=C(C=N1)CN1CCN(CC1)C(CCCCCCCCCCCCC)=O)C1=CC2=C(N=C(N2C(C)C)C)C(=C1)F 1-[4-[[6-[[5-fluoro-4-(7-fluoro-3-isopropyl-2-methyl-benzimidazol-5-yl)pyrimidin-2-yl]amino]-3-pyridyl]-methyl]piperazin-1-yl]tetradecan-1-one